C(C)(C)(C)OOC(CC(C)C)(C)C1=CC=CC=C1 isopropylcumyl tertiary butyl peroxide